C(C)(C)(C)C1=C(O)C=C(C(=C1)O)C(C)(C)C 2,5-ditertiarybutylhydroquinone